5-Bromo-2-amino-4-fluoropyridine BrC=1C(=CC(=NC1)N)F